6-fluoro-7-methylindoline-2,3-dione FC1=CC=C2C(C(NC2=C1C)=O)=O